tert-Butyl 3-(6-(2,4-dioxotetrahydropyrimidin-1(2H)-yl)-1H-indol-1-yl)propanoate O=C1N(CCC(N1)=O)C1=CC=C2C=CN(C2=C1)CCC(=O)OC(C)(C)C